tert-butyl (3-((2,2-difluoroethyl)carbamoyl)-1-methyl-1H-pyrazol-5-yl)carbamate FC(CNC(=O)C1=NN(C(=C1)NC(OC(C)(C)C)=O)C)F